C(C1=CC=CC=C1)N1C(=NC2=C1C=CC(=C2)OC(C)C)C2=C(C=C(C=C2)O[C@@H]2CCN(CCC2)C)Cl (S)-1-benzyl-2-(2-chloro-4-((1-methylazepan-4-yl)oxy)phenyl)-5-isopropoxy-1H-benzo[d]imidazole